3-(4-hydroxybutoxy)propionitrile OCCCCOCCC#N